1-(3-carbonyl-2,3-dihydro-1H-benzo[de]cinnoline-7-yl)-5-(trifluoromethyl)-N-(2-(trifluoromethyl)pyridin-4-yl)-1H-pyrazole-4-carboxamide C(=O)=C1NNC2=CC=C(C=3C2=C1C=CC3)N3N=CC(=C3C(F)(F)F)C(=O)NC3=CC(=NC=C3)C(F)(F)F